N,N-diphenyl-thiourea C1(=CC=CC=C1)N(C(=S)N)C1=CC=CC=C1